N-2-nitrophenylsulfinyl-L-isoleucine dicyclohexylammonium salt C1(CCCCC1)[NH2+]C1CCCCC1.[N+](=O)([O-])C1=C(C=CC=C1)S(=O)N[C@@H]([C@@H](C)CC)C(=O)[O-]